C(CCCCCCCCCCC)C1=CC=C(C=C1)[I+]C1=CC=C(C=C1)CCCCCCCCCCCCC (4-dodecylphenyl)(4-tridecylphenyl)iodonium